CC1=CC(\C(\C(O1)=O)=N/NC1=CC=CC=C1)=O (3E)-6-methyl-3-(phenylhydrazono)pyran-2,4-dione